C(C)C1=C(C=C(C(=C1)O)F)C1=CC=C2C(=NNC2=C1)C1=NC2=C(N1)CN(C2)C2N(CCC2)C(=O)N2C(CCC2)N2CC=1NC(=NC1C2)C2=NNC1=CC(=CC=C21)C2=C(C=C(C(=C2)F)O)CC (2-(6-(2-ethyl-5-fluoro-4-hydroxyphenyl)-1H-indazol-3-yl)-4,6-dihydropyrrolo[3,4-d]imidazol-5(1H)-yl)(pyrrolidin-1-yl)ketone